CC(=O)O[C@@H]1[C@H](CN[C@@H]1CC2=CC=C(C=C2)OC)O The molecule is an antibiotic isolated from various Streptomyces species. It interferes with protein and DNA synthesis by inhibiting peptidyl transferase or the 80S ribosome system. It has a role as an antiparasitic agent, a DNA synthesis inhibitor, a protein synthesis inhibitor, an antineoplastic agent, an antimicrobial agent, a bacterial metabolite and an anticoronaviral agent. It is a monohydroxypyrrolidine and an organonitrogen heterocyclic antibiotic.